1-(4-(pyridin-2-ylamino)piperidin-1-yl)-2-(4-(trifluoromethyl)phenyl)ethanone N1=C(C=CC=C1)NC1CCN(CC1)C(CC1=CC=C(C=C1)C(F)(F)F)=O